(S)-5-(5-chloro-2-(3-(morpholinomethyl)-1,2,3,4-tetrahydroisoquinoline-2-carbonyl)phenyl)-1,2-dimethyl-1H-pyrrole ClC=1C=CC(=C(C1)C1=CC=C(N1C)C)C(=O)N1CC2=CC=CC=C2C[C@H]1CN1CCOCC1